[N+](=O)([O-])C1=C(CCC(C)(C)OC(=O)C2(C3=NCN([C@H]4[C@H](O)[C@H](O)[C@@H](CO)O4)C3=NC=N2)N)C=CC=C1 6-[2-nitrobenzyl(tert-butyl)oxycarbonyl]-adenosine